N2-(4-(2,5-dimethyloxazol-4-yl)-2-ethoxyphenyl)-6-methyl-N8-(tetrahydro-2H-pyran-4-yl)pyrido[3,4-d]pyrimidine-2,8-diamine CC=1OC(=C(N1)C1=CC(=C(C=C1)NC=1N=CC2=C(N1)C(=NC(=C2)C)NC2CCOCC2)OCC)C